3-fluoro-4-[2-[3-(methylamino)phenyl]-6,9-dioxo-5-[[4-(trifluoromethyl)phenyl]methyl]-2,5,8-triazaspiro[3.5]non-8-yl]benzonitrile FC=1C=C(C#N)C=CC1N1CC(N(C2(CN(C2)C2=CC(=CC=C2)NC)C1=O)CC1=CC=C(C=C1)C(F)(F)F)=O